N-(1-(3-cyano-6-(1-methyl-1H-pyrazol-4-yl)pyrazolo[1,5-a]pyridin-4-yl)piperidin-4-yl)-2-(6-(4-fluoro-1H-pyrazol-1-yl)pyridin-3-yl)propanamide C(#N)C=1C=NN2C1C(=CC(=C2)C=2C=NN(C2)C)N2CCC(CC2)NC(C(C)C=2C=NC(=CC2)N2N=CC(=C2)F)=O